4-[(4-bromothiazol-2-yl)-hydroxy-methyl]-1-[(4-methoxyphenyl)methyl]pyrazole-3-carboxylic acid ethyl ester C(C)OC(=O)C1=NN(C=C1C(O)C=1SC=C(N1)Br)CC1=CC=C(C=C1)OC